tert-Butyl ((S)-1-(7-((S)-2-cyclopropoxy-1-(5,5-difluoro-2-oxotetrahydropyrimidin-1(2H)-yl)ethyl)imidazo[1,2-b]pyridazin-2-yl)-4,4,4-trifluoro-3,3-dimethylbutyl)carbamate C1(CC1)OC[C@@H](N1C(NCC(C1)(F)F)=O)C1=CC=2N(N=C1)C=C(N2)[C@H](CC(C(F)(F)F)(C)C)NC(OC(C)(C)C)=O